8,9-dihydroimidazo[1,2-a]pyrimido[5,4-e]pyrimidin-5(6H)-one N1=CN=CC=2C(NC=3N(C21)CCN3)=O